Diethyl 3,3'-((2,6-dimethylphenyl)methylene)bis(4,5,6,7-tetrahydro-2H-isoindole-1-carboxylate) CC1=C(C(=CC=C1)C)C(C=1NC(=C2CCCCC12)C(=O)OCC)C=1NC(=C2CCCCC12)C(=O)OCC